FC1=C(OC2=CC=C(C=C2)C2=NC=C3N2C(=NC=C3)N)C=CC=C1 3-(4-(2-fluorophenoxy)phenyl)imidazo[1,5-c]pyrimidin-5-amine